C(C)(=O)NCCNCC1=C2CCCC2=C(C=C1OCCCCC(=O)N)OCC=1C(=C(C=CC1)C1=CC=CC=C1)C 5-((4-(((2-acetamidoethyl)amino)methyl)-7-((2-methyl-[1,1'-biphenyl]-3-yl)methoxy)-2,3-dihydro-1H-inden-5-yl)oxy)pentanamide